(1R,5S)-3-(3-(Difluoromethoxy)-4-methyl-5-(1-(4-nitro-1H-pyrazol-1-yl)ethyl)pyridin-2-yl)-3-azabicyclo[3.1.0]hexan-2-one FC(OC=1C(=NC=C(C1C)C(C)N1N=CC(=C1)[N+](=O)[O-])N1C([C@@H]2C[C@@H]2C1)=O)F